2-[[tris(hydroxymethyl)methyl]amino]-1-ethanesulfonic acid OCC(CO)(CO)NCCS(=O)(=O)O